didecyldiethyl-ammonium chloride [Cl-].C(CCCCCCCCC)[N+](CC)(CC)CCCCCCCCCC